C1(=C(C=CC=C1)OC(C=C)=O)C Toluylacrylat